C(C)(C)(C)OC(N[C@@]1(CN(CC1)C1=C(C(=NC=C1C(NC1CCC(CC1)(F)F)=O)OC)C1=CC(=CC(=C1)F)F)C)=O (S)-(1-(5-((4,4-difluorocyclohexyl)carbamoyl)-3-(3,5-difluorophenyl)-2-methoxypyridin-4-yl)-3-methylpyrrolidin-3-yl)carbamic acid tert-butyl ester